1-[5-(trifluoromethyl)-2-pyridyl]cyclopropanecarbonitrile FC(C=1C=CC(=NC1)C1(CC1)C#N)(F)F